FC1=C(C#N)C=C(C=C1)OC=1C(=C2C=CNC2=CC1F)SC 2-fluoro-5-[(6-fluoro-4-methylsulfanyl-1H-indol-5-yl)oxy]benzonitrile